O(C1=CC=CC=C1)P(=O)(OC1=CC=CC=C1)N1C(=CC=C1)N N-diphenoxyphosphoryl-aminopyrrole